2-chlorobenzaldehyde O-(2-((1S,3S)-3-acetyl-2,2-dimethylcyclobutyl)acetyl) oxime C(C)(=O)[C@@H]1C([C@@H](C1)CC(=O)ON=CC1=C(C=CC=C1)Cl)(C)C